(1R,4R)-4-(4-amino-5-(4-amino-2-fluorophenyl)-7H-pyrrolo[2,3-d]pyrimidin-7-yl)cyclohexan-1-ol NC=1C2=C(N=CN1)N(C=C2C2=C(C=C(C=C2)N)F)C2CCC(CC2)O